C(CC)P([O-])(=O)CCC.C(CC)P(O)(=O)CCC.C(CC)P([O-])(=O)CCC.[Fe+2] Ferrous tris(dipropylphosphinate)